FC=1C=C(C=CC1)C=1C=C(C=C2C=3C=C(C(=CC3C3=C(C(=CC=C3C12)OCCCCC)OCCCCC)OCCCCC)OCCCCC)OCCCCC 8-(3-fluorophenyl)-2,3,6,11,12-penta(pentoxy)triphenylene